BrC1=CC(=NC=C1)S(=O)(=O)N(C(OC(C)(C)C)=O)C(C)(C)C tert-butyl ((4-bromopyridin-2-yl)sulfonyl)(tert-butyl)carbamate